C(CCC(=O)O)(=O)O.C(C)(=O)C(CC(=O)O)C(C)=O.C(C)(=O)C(CC(=O)O)C(C)=O bis(3-acetyl-4-oxo-pentanoic acid) 1,4-butanediate